5-(2-(6-(4,4-difluoropiperidin-1-yl)pyridin-3-ylamino)-5-methylpyrimidin-4-ylamino)benzo[d]oxazol-2(3H)-one FC1(CCN(CC1)C1=CC=C(C=N1)NC1=NC=C(C(=N1)NC=1C=CC2=C(NC(O2)=O)C1)C)F